CC1(CC(C(=O)O1)=C)C γ,γ-dimethyl-α-methylene-γ-butyrolactone